C(C)C=1C=NN2C1N=C(C=C2NCC=2C=NC(=CC2)OCCOC2CCNCC2)N2[C@@H](CCCC2)CCO 2-[(2S)-1-[3-ethyl-7-[[6-[2-(4-piperidyloxy)ethoxy]-3-pyridyl]methylamino]pyrazolo[1,5-a]pyrimidin-5-yl]-2-piperidyl]ethanol